5-(2-chlorophenyl)-7-nitro-1,3-dihydro-1,4-benzodiazepine-2-one ClC1=C(C=CC=C1)C1=NCC(NC2=C1C=C(C=C2)[N+](=O)[O-])=O